potassium nitrite (nitrite) N(=O)[O-].N(=O)O.[K+]